2-(1-(4-(3-methyl-4-((((R)-1-(o-tolyl)ethoxy)carbonyl)amino)isoxazol-5-yl)phenyl)-2-oxabicyclo[2.2.2]octan-4-yl)acetic acid CC1=NOC(=C1NC(=O)O[C@H](C)C1=C(C=CC=C1)C)C1=CC=C(C=C1)C12OCC(CC1)(CC2)CC(=O)O